C1(CCCC1)NC(OC1=CC(=CC=C1)C=1C=NC=C(C1)C=1OC=NN1)=O 3-(5-(1,3,4-oxadiazol-2-yl)pyridin-3-yl)phenyl cyclopentylcarbamate